S(SCCNC(CCNC(=O)[C@@H]1OC(OCC1(C)C)C1=CC=C(C=C1)OC)=O)CCNC(CCNC(=O)[C@@H]1OC(OCC1(C)C)C1=CC=C(C=C1)OC)=O (4R,4'R)-N,N'-(((disulfanediylbis(ethane-2,1-diyl))bis(azanediyl))bis(3-oxopropane-3,1-diyl))bis(2-(4-methoxyphenyl)-5,5-dimethyl-1,3-dioxane-4-carboxamide)